C(C)(C)(C)OC(=O)N1CC(C1)C[N+]1(CCC(CC1)C(=O)O)CC(=O)OC(C)(C)C 1-[(1-tert-Butoxycarbonylazetidin-3-yl)methyl]-1-(2-tert-butoxy-2-oxo-ethyl)piperidin-1-ium-4-carboxylic acid